OC1=CC=C2C=NN(C2=C1NS(=O)(=O)C=1C=NN(C1)C1=NC=CC(=C1)C(F)(F)F)C N-(6-HYDROXY-1-METHYL-1H-INDAZOL-7-YL)-1-(4-(TRIFLUOROMETHYL)PYRIDIN-2-YL)-1H-PYRAZOLE-4-SULFONAMIDE